BrC1=C(N)C=C(C(=C1)Br)F 2,4-dibromo-5-fluoroaniline